C[C@H]1CC[C@@H](N(C1)C(=O)OC(C)(C)C)C1(CC1)C |r| tert-Butyl rac-(2R,5S)-5-methyl-2-(1-methylcyclopropyl)piperidine-1-carboxylate